N-(2-((2-(dimethylamino)ethyl)(ethyl)amino)-5-nitrophenyl)acetamide CN(CCN(C1=C(C=C(C=C1)[N+](=O)[O-])NC(C)=O)CC)C